CC1(OCC[C@@H](C1)C(=O)NC=1N=CC2=CC(=C(C=C2C1)N1CCN(CC1)[C@]1(COCC1)C)C)C (4S)-2,2-dimethyl-N-[7-methyl-6-[4-((R)-3-methyltetrahydrofuran-3-yl)piperazin-1-yl]-3-isoquinolinyl]tetrahydropyran-4-carboxamide